6-(2-chlorophenoxy)-1,2,3,4-tetrahydronaphthalen-1-one ClC1=C(OC=2C=C3CCCC(C3=CC2)=O)C=CC=C1